S(N)(=O)(=O)C1=CC=C(C=C1)NC(CC(=O)OCC)=O Ethyl 3-((4-sulfamoylphenyl) amino)-3-oxopropanoate